C1([C@@H](O)[C@H](O)[C@H](O)[C@@H](O1)C)[C@@]1([C@H](O[C@H]2[C@@H]([C@H](C(O[C@@H]2CO)C2(O)[C@H](O)[C@@H](O)[C@H](O[C@H]3[C@H](O)[C@@H](O)[C@@H](O)[C@H](O3)CO)[C@H](O2)CO)O)O)O[C@@H]([C@@H]([C@@H]1O)O)CO)O 2'-fucosyllactosyllactose